(R)-5-((1-Acetylazetidin-3-yl)amino)-2-(3-(5-(3-hydroxy-1-methyl-2-oxopyrrolidin-3-yl)isoxazol-3-yl)phenyl)thiazole-4-carboxamide C(C)(=O)N1CC(C1)NC1=C(N=C(S1)C1=CC(=CC=C1)C1=NOC(=C1)[C@]1(C(N(CC1)C)=O)O)C(=O)N